(1R)-N-[(3R)-2,6-dioxopiperidin-3-yl]-1,2,3,4-tetrahydronaphthalen-1-carboxamide O=C1NC(CC[C@H]1NC(=O)[C@@H]1CCCC2=CC=CC=C12)=O